(4-methylbenzoyl)-D-phenylalanine CC1=CC=C(C(=O)N[C@H](CC2=CC=CC=C2)C(=O)O)C=C1